NC1=C(C(=O)N[C@H](C)C2=CC(=CC(=C2)C(F)(F)F)N)C=C(C=C1)O[C@@H]1COCC1 2-amino-N-[(1R)-1-[3-amino-5-(trifluoromethyl)phenyl]ethyl]-5-[(3S)-tetrahydrofuran-3-yl]-oxy-benzamide